(3S,5S)-3-[(8-carbamoyl-6-{4-[(1-hydroxycyclopentyl) methoxy] phenyl} pyrido[3,2-d]pyrimidin-4-yl) amino]-5-fluoropiperidine-1-carboxylate C(N)(=O)C1=CC(=NC2=C1N=CN=C2N[C@@H]2CN(C[C@H](C2)F)C(=O)[O-])C2=CC=C(C=C2)OCC2(CCCC2)O